OC=1SC=C(N1)C=1N=NN(C1)[C@@H]1C[C@@H](SC2=CC(=C(C=C2)Cl)Cl)O[C@@H]([C@@H]1O)CO 3,4-dichlorophenyl 2,3-dideoxy-3-[4-(2-hydroxythiazol-4-yl)-1H-1,2,3-triazol-1-yl]-1-thio-alpha-D-galactopyranoside